beta-fluoroindoleacrylamide FC(=CC(=O)N)C=1NC2=CC=CC=C2C1